[N+](=O)([N+](=O)[O-])[O-] dinitrogen tetroxide